C(#N)[C@@]1([C@@H](C1)F)C(=O)NC=1C=CC(=NC1)C=1N=NN(C1NC(O[C@H](C)C=1C(=NC=C(C1)F)F)=O)C (R)-1-(2,5-difluoropyridin-3-yl)ethyl (4-(5-((1R,2R)-1-cyano-2-fluorocyclopropane-1-carboxamido)pyridin-2-yl)-1-methyl-1H-1,2,3-triazol-5-yl)carbamate